(2S,4r)-1-[(2S)-2-[4-[(4-acetylpiperazin-1-yl)methyl]triazol-1-yl]-3,3-dimethyl-butyryl]-4-hydroxy-N-methyl-pyrrolidine-2-carboxamide C(C)(=O)N1CCN(CC1)CC=1N=NN(C1)[C@H](C(=O)N1[C@@H](C[C@H](C1)O)C(=O)NC)C(C)(C)C